6-(trifluoromethyl)-N-(3-(trifluoromethyl)cyclohexyl)benzo[b]thiophene-2-carboxamide FC(C=1C=CC2=C(SC(=C2)C(=O)NC2CC(CCC2)C(F)(F)F)C1)(F)F